C1(=C(C=CC=C1)N1CC(CC1)OC1=NC=C(C=C1)C(F)(F)F)C 2-(1-o-tolylpyrrolidin-3-yloxy)-5-(trifluoromethyl)pyridine